(2R,3S,4S,5S,6R)-2-(hydroxymethyl)-6-(2-methyl-4-(4-(trifluoromethyl)pyridin-2-yl)phenoxy)tetrahydro-2H-pyran-3,4,5-triol OC[C@H]1O[C@@H]([C@H]([C@H]([C@@H]1O)O)O)OC1=C(C=C(C=C1)C1=NC=CC(=C1)C(F)(F)F)C